C(C1=CC=CC=C1)NCC1=NC=2N(C(=C1)O)N=C(N2)NC(C2=CC=C(C=C2)CC)=O N-(5-((benzylamino)methyl)-7-hydroxy-[1,2,4]triazolo[1,5-a]pyrimidin-2-yl)-4-ethylbenzamide